FC1=C(OC2=NC=NC3=CC(=C(C=C23)NC(CCC)=O)OC)C=CC(=C1)NC(=O)NCCC1=CC(=CC=C1)F N-(4-(2-fluoro-4-(3-(3-fluorophenethyl)ureido)phenoxy)-7-methoxyquinazolin-6-yl)butanamide